4-chloro-methylbenzylalcohol ClC1=CC=C(C(C)O)C=C1